dimethyl (E)-1-methyl-2-(methylcarbamoyl)vinyl phosphate P(=O)(OC)(OC)O\C(=C\C(NC)=O)\C